BrC1=CC=C(C=C1)/N=C/1\C2=C(N=C3N1CCCC3)N(C(=C2)C2=CC=C(C=C2)Cl)C (E)-N-(4-bromophenyl)-2-(4-chlorophenyl)-1-methyl-6,7,8,9-tetrahydropyrido[1,2-a]pyrrolo[2,3-d]pyrimidine-4(1H)-imine